C1(=CC=CC2=CC=CC=C12)C1=C(C=CC=C1)C=1C=CC=CC1 4-(naphthalen-1-yl)-3,5-biphenyl